BrC1=C(C=CC=C1)NC1CCN(CC1)C(C)=O 1-(4-((2-bromophenyl)amino)piperidin-1-yl)ethan-1-one